(S)-(S)-phenylglycine N[C@@H](C1=CC=CC=C1)C(=O)O